FC1(CNCCC12COC1=C3CN(C(C3=CC=C12)=O)C1C(NC(CC1)=O)=O)F 3-(3',3'-Difluoro-6-Oxo-6,8-Dihydro-2H,7H-Spiro[Furo[2,3-e]Isoindole-3,4'-Piperidin]-7-Yl)Piperidine-2,6-Dione